O=S1(CCC(CC1)=CCCCCCCC(=O)O)=O 8-(1,1-dioxidotetrahydro-4H-thiopyran-4-ylidene)octanoic acid